5-((1S,2R)-1-(6-chloro-1,1-dioxido-4-(((S)-tetrahydrofuran-2-yl)methyl)-3,4-dihydro-2H-benzo[e][1,2,4]thiadiazin-2-yl)-2-(6-fluoro-2,3-dimethylphenyl)propyl)-1,3,4-oxadiazol-2(3H)-one ClC=1C=CC2=C(N(CN(S2(=O)=O)[C@@H]([C@H](C)C2=C(C(=CC=C2F)C)C)C2=NNC(O2)=O)C[C@H]2OCCC2)C1